C1=CC=CC=2C3=CC=CC=C3C(C12)COC(=O)N[C@@H](CC(=O)O)C(=O)NCC(=O)NCN1C(N(CCC1=O)C1=C(C=CC(=C1)I)OC)=O (S)-3-((((9H-fluoren-9-yl)methoxy)carbonyl)amino)-4-((2-(((3-(5-iodo-2-methoxyphenyl)-2,6-Dioxotetrahydropyrimidin-1(2H)-yl)methyl)amino)-2-oxoethyl)amino)-4-oxobutanoic acid